imidazo[1,2-a]pyridin-7-ylmethanol N=1C=CN2C1C=C(C=C2)CO